CN1N=CC(=C1)NCC=O 2-((1-methyl-1H-pyrazol-4-yl)amino)ethan-1-one